2-(2-bromo-5-methylphenyl)ethanol BrC1=C(C=C(C=C1)C)CCO